(ethane-1,1-diyl) bis(carbonate) C(OC(C)OC([O-])=O)([O-])=O